ClC1=C(C=C(OCC(=O)NC23CC(C2)(C3)C=3OC(=NN3)CCCOC(F)(F)F)C=C1)F 2-(4-Chloro-3-fluorophenoxy)-N-(3-(5-(3-(trifluoromethoxy)propyl)-1,3,4-oxadiazol-2-yl)bicyclo[1.1.1]pent-1-yl)acetamide